6-bromo-5-methylquinoline-2,4-dicarboxylic acid BrC=1C(=C2C(=CC(=NC2=CC1)C(=O)O)C(=O)O)C